C1(CC1)C1=C(C=2C(=NC=C3C2C2(C(N3C)=O)CCCC2)N1)C=1C=C2C=NN(C2=CC1)C 2'-cyclopropyl-6'-methyl-1'-(1-methyl-1H-indazol-5-yl)-3',6'-dihydro-7'H-spiro[cyclopentane-1,8'-dipyrrolo[2,3-b:3',2'-d]pyridin]-7'-one